(R)-N-(1-(2-fluoro-3-(trifluoromethyl)phenyl)ethyl)-7-methoxy-6-(4-methylpiperazin-1-yl)pyrido[2,3-d]pyrimidin-4-amine FC1=C(C=CC=C1C(F)(F)F)[C@@H](C)NC=1C2=C(N=CN1)N=C(C(=C2)N2CCN(CC2)C)OC